(2'-bromo-4'-chloro-[1,1'-biphenyl]-2-yl)(methyl)sulfane BrC1=C(C=CC(=C1)Cl)C1=C(C=CC=C1)SC